P(=O)(O)(O)OC[C@@H]1[C@H]([C@H]([C@@](O1)(N1C(=O)NC(=O)C=C1)C#C)O)O Ethynyluridine-5'-monophosphate